CCC(CCCCCCCC)O undecan-3-ol